(3-chloropyrido[3,4-b]pyrazin-2-yl)-4-(2,4-difluorobenzyl)piperidin-4-ol ClC1=C(N=C2C(=N1)C=NC=C2)N2CCC(CC2)(O)CC2=C(C=C(C=C2)F)F